monododecenyl succinate C(CCC(=O)[O-])(=O)OC=CCCCCCCCCCC